CC=1N=C(OC1)C=1C=C(C(=O)O)C=CN1 2-(4-methyl-oxazol-2-yl)isonicotinic acid